N-(1-cyclopropyl-2-oxo-1,2-dihydropyridin-3-yl)-2-((1r,4r)-4-((4-(4-(2,6-dioxopiperidin-3-yl)phenyl)piperazin-1-yl)methyl)cyclohexyl)-6-methoxy-2H-indazole-5-carboxamide C1(CC1)N1C(C(=CC=C1)NC(=O)C1=CC2=CN(N=C2C=C1OC)C1CCC(CC1)CN1CCN(CC1)C1=CC=C(C=C1)C1C(NC(CC1)=O)=O)=O